NC1=C(C=C(C=N1)NC(C(=O)N1[C@H](CC[C@@H](C1)C)C1=CC=C(C=C1)NS(=O)(=O)C)=O)C N-(6-amino-5-methyl-3-pyridyl)-2-[(2R,5S)-2-[4-(methanesulfonamido)phenyl]-5-methyl-1-piperidyl]-2-oxo-acetamide